N-Ethylpyridinium triflate [O-]S(=O)(=O)C(F)(F)F.C(C)[N+]1=CC=CC=C1